(1aR,5aR)-2-Phenyl-1a,2,5,5a-tetrahydro-1H-2,3-diaza-cyclopropa[a]pentalene-4-carboxylic acid (2-hydroxy-1,1-dimethyl-ethyl)-amide OCC(C)(C)NC(=O)C=1C=2C[C@@H]3[C@H](C2N(N1)C1=CC=CC=C1)C3